C(C=C)[C@@H]1CN(C=C(O1)C)NC(C)C1=C(C(=CC=C1)C(F)F)F (R)-6-allyl-4-((1-(3-(difluoromethyl)-2-fluorophenyl)ethyl)amino)-2-methyl-6H-[1,4]oxazin